FS(C1=CC=C(C=C1)NC1CCN(CC1)S(=O)(=O)C1=CC=C(C=C1)C1=CC(=NC=C1)C(=O)N)(F)(F)(F)F 4-{4-[(4-{[4-(pentafluoro-λ6-sulfanyl)phenyl]amino}piperidin-1-yl)sulfonyl]phenyl}pyridine-2-carboxamide